(1-chloroethyl) (4-nitrophenyl) carbonate C(OC(C)Cl)(OC1=CC=C(C=C1)[N+](=O)[O-])=O